CC(C(=O)O)C(CCCC)=O 2-methyl-3-oxoheptanoic acid